CON(C(=O)C1CN(C(CC1)=O)C)C N-methoxy-N,1-dimethyl-6-oxopiperidine-3-carboxamide